N,N-bis[4-(octyloxy)phenyl]-4-(tributylstannyl)aniline Diethyl-(5,6-dimethylpicolinoyl)-L-glutamate C(C)[C@](N(C(C1=NC(=C(C=C1)C)C)=O)CC)(CCC(=O)O)C(=O)O.C(CCCCCCC)OC1=CC=C(C=C1)N(C1=CC=C(C=C1)[Sn](CCCC)(CCCC)CCCC)C1=CC=C(C=C1)OCCCCCCCC